2-dimethylphosphorylbenzylamine CP(=O)(C)C1=C(CN)C=CC=C1